NC1=C(C=C(C(=O)OCC#N)C=C1)[N+](=O)[O-] Cyanomethyl 4-amino-3-nitrobenzoate